C[C@@H]1CC[C@H](N(C1)C(C(=O)NC=1C=NC=C(C1)C)=O)C=1SC=CC1 2-((2S,5R)-5-methyl-2-(Thiophen-2-yl)piperidin-1-yl)-N-(5-methylpyridin-3-yl)-2-oxoacetamide